1-(4-(2-ethyl-3-((4-(4-fluorophenyl)thiazol-2-yl)(methyl)amino)imidazo[1,2-a]pyridin-6-yl)piperidin-1-yl)-2-(methylamino)ethanone C(C)C=1N=C2N(C=C(C=C2)C2CCN(CC2)C(CNC)=O)C1N(C)C=1SC=C(N1)C1=CC=C(C=C1)F